[1,6]Naphthyridine-4-formaldehyde N1=CC=C(C2=CN=CC=C12)C=O